C1(CCC2=CC=CC=C12)C(=O)N Indane-1-carboxamide